sodium di-formate C(=O)[O-].C(=O)[O-].[Na+].[Na+]